(3S)-4-[5-(2-fluorophenyl)-7-(4-methylbenzenesulfonyl)-7H-pyrrolo[2,3-d]pyrimidin-4-yl]-3-methylpiperazine-1-carboxylic acid tert-butyl ester C(C)(C)(C)OC(=O)N1C[C@@H](N(CC1)C=1C2=C(N=CN1)N(C=C2C2=C(C=CC=C2)F)S(=O)(=O)C2=CC=C(C=C2)C)C